C1([C@H](O)[C@@H](O)[C@H](O)[C@H](O1)CO)NC1=NC(NC=C1CO)=O D-Glucosyl-5-hydroxymethylcytosine